N-(2-(dimethylamino)ethyl)-3-fluoro-N-methylbenzamide CN(CCN(C(C1=CC(=CC=C1)F)=O)C)C